dilithium 4,5-dicarbazolylbenzene C1(=CC=CC=2C3=CC=CC=C3NC12)C1=CC=CC=C1C1=CC=CC=2C3=CC=CC=C3NC12.[Li].[Li]